2-(2-aminoacetamido)-N-(4-methoxyphenyl)-N-methyl-3-phenylpropanamide NCC(=O)NC(C(=O)N(C)C1=CC=C(C=C1)OC)CC1=CC=CC=C1